ONC(=N)C1=C(C=NC=C1)SC1=CC(=CC=C1)OC N-hydroxy-3-[(3-methoxyphenyl)sulfanyl]pyridine-4-carboxamidine